(S)-1-amino-1'-(6-((3-chloro-2-methylpyridin-4-yl)thio)pyrido[2,3-b]pyrazin-2-yl)-1,3-dihydrospiro[indene-2,4'-piperidine]-5-ol N[C@@H]1C2=CC=C(C=C2CC12CCN(CC2)C=2N=C1C(=NC2)N=C(C=C1)SC1=C(C(=NC=C1)C)Cl)O